(S)-1-(oxetan-2-ylmethyl)-2-((6-((3-(trifluoromethyl)benzyl)oxy)-3',6'-dihydro-[2,4'-bipyridin]-1'(2'H)-yl)methyl)-1H-benzo[d]imidazole-6-carboxylic acid O1[C@@H](CC1)CN1C(=NC2=C1C=C(C=C2)C(=O)O)CN2CCC(=CC2)C2=NC(=CC=C2)OCC2=CC(=CC=C2)C(F)(F)F